ethyl 3-(2-cyclopropyl-5-(trifluoromethoxy)phenyl)-1,2,4-oxadiazole-5-carboxylate C1(CC1)C1=C(C=C(C=C1)OC(F)(F)F)C1=NOC(=N1)C(=O)OCC